1-Propyl-1H-imidazole C(CC)N1C=NC=C1